methyl 2-(benzyloxy)-5-(2-(tert-butylamino)-1-hydroxyethyl)benzoate C(C1=CC=CC=C1)OC1=C(C(=O)OC)C=C(C=C1)C(CNC(C)(C)C)O